(7-chloroquinolin-8-yl)-3-(dimethylamino)pyrazine-2-sulfonamide ClC1=CC=C2C=CC=NC2=C1C=1N=C(C(=NC1)S(=O)(=O)N)N(C)C